tert-butyl ((2R)-2-((tert-butyldimethylsilyl)oxy)-4-hydroxy-4-(5-(trifluoromethyl)pyridin-2-yl)butyl)carbamate [Si](C)(C)(C(C)(C)C)O[C@@H](CNC(OC(C)(C)C)=O)CC(C1=NC=C(C=C1)C(F)(F)F)O